1-[[2-(difluoromethoxy)pyridin-4-yl]methyl]-3-spiro[3.4]oct-7-yl-urea FC(OC1=NC=CC(=C1)CNC(=O)NC1CCC2(CCC2)C1)F